1-(4-cyano-3-isopropylphenyl)-3-(1,1-dioxidobenzo[b]thiophen-6-yl)urea C(#N)C1=C(C=C(C=C1)NC(=O)NC=1C=CC2=C(S(C=C2)(=O)=O)C1)C(C)C